BrC1=CC=C(C=C1)[C@@H]1[C@@H]([C@H]2CC[C@@H](C1)N2CCCF)C(=O)OC (1R,2S,3S,5S)-Methyl 3-(4-Bromophenyl)-8-(3-Fluoropropyl)-8-Azabicyclo[3.2.1]Octane-2-Carboxylate